C(=CC)N1CCC(CC1)N1N=C(C2=CNC=3N=CN=C1C32)NC3=CC=C(C(=O)NN2C=CN(C=C2)C)C=C3 4-((5-(1-propenylpiperidin-4-yl)-1,5-dihydro-1,4,5,6,8-pentazaacenaphthylen-3-yl)amino)-N-(1-methyl-1H-pyrazin-4-yl)benzamide